CN1C=2C=CC(=NC2C(=CC1=O)N1C[C@H]([C@H](CC1)OC1=NC(=NC=C1)C)C)C#N 5-Methyl-8-((3R,4S)-3-methyl-4-((2-methylpyrimidin-4-yl)oxy)piperidin-1-yl)-6-oxo-5,6-dihydro-1,5-naphthyridin-2-carbonitril